Cl.CN(CCOC(=O)C1=NC(=CC=C1Cl)Cl)C 3,6-dichloropyridine-2-carboxylic acid 2-(dimethylamino)ethyl ester hydrochloride